C(N)(OC12C(CC(CC1)(CC2)C=NNS(=O)(=O)C2=CC=C(C)C=C2)C(C)(C)C)=O tert-butyl(4-((2-tosylhydrazono) methyl) bicyclo[2.2.2]octan-1-yl) carbamate